2-(6-amino-5-(8-(2-(morpholin-2-ylethynyl)pyridin-4-yl)-3,8-diazabicyclo[3.2.1]oct-3-yl)pyridazin-3-yl)phenol NC1=C(C=C(N=N1)C1=C(C=CC=C1)O)N1CC2CCC(C1)N2C2=CC(=NC=C2)C#CC2CNCCO2